3-methyl-5-(N-phenethyl-N-(4-phenoxybenzyl)sulfamoyl)benzofuran-2-carboxylic acid ethyl ester C(C)OC(=O)C=1OC2=C(C1C)C=C(C=C2)S(N(CC2=CC=C(C=C2)OC2=CC=CC=C2)CCC2=CC=CC=C2)(=O)=O